NCC1=C(C=CC=C1)CNC(OC(C)(C)C)=O tert-Butyl N-[[2-(aminomethyl)phenyl]methyl]carbamate